OC1=C(C(=O)NCCCCCCCC(=O)[O-])C=CC=C1.C[N+](C)(C)CC1=CC=CC=C1 N,N,N-trimethyl-benzyl-ammonium 8-(2-hydroxybenzoyl-amino)octanoic acid salt